tert-butyl (3-{(1S)-1-[6-bromo-3-(1H-pyrazol-1-yl)pyridin-2-yl]ethoxy}-7-methyl-1,6-naphthyridin-2-yl)carbamate BrC1=CC=C(C(=N1)[C@H](C)OC=1C(=NC2=CC(=NC=C2C1)C)NC(OC(C)(C)C)=O)N1N=CC=C1